N1-Methoxymethylpseudouridine COCN1C=C([C@H]2[C@H](O)[C@H](O)[C@@H](CO)O2)C(NC1=O)=O